NC=1C=C(C=C(C1)C(F)(F)F)[C@@H](C#C)NC=1C=2C(N=C(N1)C)=CC(N(C2)C2(CC2)C(F)F)=O (R)-4-((1-(3-amino-5-(trifluoromethyl)phenyl)prop-2-yn-1-yl)amino)-6-(1-(difluoromethyl)cyclopropyl)-2-methylpyrido[4,3-d]pyrimidin-7(6H)-one